[Si](C)(C)(C(C)(C)C)OCCCNC1=CC=CC=C1 N-(3-((tert-Butyldimethylsilyl)oxy)propyl)aniline